C1(CCCCC1)[C@@H](C(=O)NC=1C=C2CC(CC2=CC1)(C(NC)=O)N1C(N[C@H](C1)CC)=O)NC(=O)C1=CC=NN1C N-((1S)-1-cyclohexyl-2-((2-((S)-4-ethyl-2-oxoimidazolidin-1-yl)-2-(methylcarbamoyl)-2,3-dihydro-1H-inden-5-yl)amino)-2-oxoethyl)-1-methyl-1H-pyrazole-5-carboxamide